O.S(=O)(=O)(O)O.N(N)C1=NN=C(C2=CC=CC=C12)NN.N(N)C1=NN=C(C2=CC=CC=C12)NN.S(=O)(=O)(O)O 1,4-bis-hydrazino-2,3-naphthyridine sulfate hemihydrate